(S)-3-(5-bromo-2-(5-(4-cyclopropylpiperazin-1-yl)-2-(1-methoxyethyl)pyridin-3-yl)-1-ethyl-1H-indol-3-yl)-2,2-dimethylpropan-1-ol BrC=1C=C2C(=C(N(C2=CC1)CC)C=1C(=NC=C(C1)N1CCN(CC1)C1CC1)[C@H](C)OC)CC(CO)(C)C